(S)-2-(((1-((2-chlorothiazol-5-yl)methyl)-1H-pyrazol-4-yl)methyl)amino)-7-isopropyl-4,8-dimethyl-7,8-dihydropteridin-6(5H)-one ClC=1SC(=CN1)CN1N=CC(=C1)CNC1=NC=2N([C@H](C(NC2C(=N1)C)=O)C(C)C)C